ClC1=NC(=C2N=CN(C2=N1)[C@H]1[C@@H]([C@@]([C@H](O1)COC(C(=O)O)(C(=O)O)CC1=CC=C(C=C1)N1C(NCCC1)=O)(O)C#C)O)NC(C)C 2-(((2R,3S,4R,5R)-5-(2-chloro-6-(isopropylamino)-9H-purin-9-yl)-3-ethynyl-3,4-dihydroxytetrahydrofuran-2-yl)methoxy)-2-(4-(2-oxotetrahydropyrimidin-1(2H)-yl)benzyl)malonic acid